8-[(2R)-butan-2-yl]-2-{[(1S)-1-{4-[(3,3-difluoropiperidin-1-yl)methyl]phenyl}ethyl]amino}pyrido[2,3-d]pyrimidin-7(8H)-one C[C@H](CC)N1C(C=CC2=C1N=C(N=C2)N[C@@H](C)C2=CC=C(C=C2)CN2CC(CCC2)(F)F)=O